C(C)(C)(C)OC(=O)N1[C@H](CN([C@@H](C1)CO)C(C)C1=CC=C(C=C1)OC(F)(F)F)C (2S,5S)-5-(hydroxymethyl)-2-methyl-4-(1-(4-(trifluoromethoxy)phenyl)ethyl)piperazine-1-carboxylic acid tert-butyl ester